5-[(3AS,4R,6AR)-2-Oxohexahydro-1H-thieno[3,4-D]imidazol-4-YL]pentanoic acid O=C1N[C@H]2[C@@H](N1)CS[C@@H]2CCCCC(=O)O